BrC1=CC(N(C2=CC=CC=C12)CC1=CC=C(C=C1)OC)=O 4-bromo-1-[(4-methoxyphenyl)methyl]quinolin-2-one